C1(C=CC=C1)[Ti](C1=C(C(=CC=C1F)C=1NC=CC1)F)(C1=C(C(=CC=C1F)C=1NC=CC1)F)C1C=CC=C1 bis(cyclopentadienyl)-bis(2,6-difluoro-3-pyrryl-phenyl)titanium